FC(C(C(F)(F)F)(O)C1=CC=C(C=C1)C1=CC=C(C=C1)CN1C(CN(CC1)CC1=CC=NC=C1)CC(=O)O)(F)F 2-(1-((4'-(1,1,1,3,3,3-hexafluoro-2-hydroxypropan-2-yl)-[1,1'-biphenyl]-4-yl)methyl)-4-(pyridin-4-ylmethyl)piperazin-2-yl)acetic acid